(R)-2-aminocaproic acid N[C@@H](C(=O)O)CCCC